tert-butyl N-[[2-methyl-4-[2-(4-oxobutyl)pyrazolo[1,5-a]pyrimidin-7-yl]phenyl]methyl]carbamate CC1=C(C=CC(=C1)C1=CC=NC=2N1N=C(C2)CCCC=O)CNC(OC(C)(C)C)=O